(R)-2-hydroxy-2-((2R,3R,4R,5S)-3,4,5-trihydroxytetrahydrofuran-2-yl)ethyl 2-(2,4-dichlorophenoxy)acetate ClC1=C(OCC(=O)OC[C@H]([C@H]2O[C@@H]([C@@H]([C@H]2O)O)O)O)C=CC(=C1)Cl